NC=1C(=NC(=NC1C1=C2C=NNC2=CC=C1C([2H])([2H])[2H])C=1C(=NC=CC1)NC12CC(C1)(C2)C(N)=O)C(=O)N 5-amino-2-(2-((3-carbamoyl-bicyclo[1.1.1]pent-1-yl)amino)pyridin-3-yl)-6-(5-(methyl-d3)-1H-indazol-4-yl)pyrimidine-4-carboxamide